5-(tertiary butyl)-1H-oxazole C(C)(C)(C)C1=CN=CO1